C(C)(C)(C)OC(=O)N1N=C(C=C1)OCC(C1CC1)C1CC1 3-(2,2-Dicyclopropylethoxy)pyrazole-1-carboxylic acid tert-butyl ester